ethyl (1S,3S,5S)-5-methyl-2-((3-phenoxybenzoyl)glycyl)-2-azabicyclo[3.1.0]hexane-3-carboxylate C[C@@]12C[C@H](N([C@H]2C1)C(CNC(C1=CC(=CC=C1)OC1=CC=CC=C1)=O)=O)C(=O)OCC